1,1,1,3,3,3-hexafluoro-propan-2-yl (R or S)-1-((1-methyl-1H-pyrazol-5-yl)carbamoyl)-6-azaspiro[2.5]octane-6-carboxylate CN1N=CC=C1NC(=O)[C@@H]1CC12CCN(CC2)C(=O)OC(C(F)(F)F)C(F)(F)F |o1:9|